8-(7-Acetyl-3-ethyl-5,6,7,8-tetrahydroimidazo[1,5-a]pyrazin-1-yl)isoquinolin C(C)(=O)N1CC=2N(CC1)C(=NC2C=2C=CC=C1C=CN=CC21)CC